C(C)(=O)N[C@@H](CCC(=O)O)C(=O)OP(=O)([O-])[O-] Acetylglutamylphosphate